FC(C=1C=CC=C2C(=NC=NC12)N[C@H](CN1CCN(CC1)S(=O)(=O)C1=CC=C(S1)NC(C)=O)C)(F)F N-[5-({4-[(2S)-2-{[8-(trifluoromethyl)quinazolin-4-yl]amino}propyl]piperazin-1-yl}sulfonyl)thiophen-2-yl]acetamide